C[C@H](C(=O)C1=CC=CC=C1)NC The molecule is a 2-methylamino-1-phenylpropan-1-one that has (R)-configuration. It is a conjugate base of a (R)-methcathinone(1+). It is an enantiomer of a (S)-methcathinone.